(1R,5S,8S)-3-(6-methylpyridazin-4-yl)-3-azabicyclo[3.2.1]octane-8-amine CC1=CC(=CN=N1)N1C[C@H]2CC[C@@H](C1)C2N